C(CCC)NC(=O)NCCCCCCCCCCCCCCCCCC N-butyl-N'-stearylurea